BrC=1C(=C2NC(C=3N(C2=CC1)N=CC3F)=O)F 7-Bromo-3,6-difluoropyrazolo[1,5-a]quinoxaline-4(5H)-one